7-methoxy-2-methyl-3-oxo-3,4-dihydroquinoxaline COC1=CC=C2NC(C(=NC2=C1)C)=O